[Br-].C(C1=CC=CC=C1)OC(=O)NC=1C=CC(=NC1NC(=O)OCC1=CC=CC=C1)C[P+](C1=CC=CC=C1)(C1=CC=CC=C1)C1=CC=CC=C1 [5,6-bis(benzyloxycarbonylamino)-2-pyridinyl]Methyl-triphenyl-phosphonium bromide